[C@H]12CC(C[C@H](CCC1)N2)N(C2=CC=C(N=N2)C2=C(C=C(C=C2)/C=C/C(=O)N(C)C2CC2)O)C (E)-3-(4-(6-(((1R,3s,5S)-9-azabicyclo[3.3.1]nonan-3-yl)(methyl)amino)pyridazin-3-yl)-3-hydroxyphenyl)-N-cyclopropyl-N-methylacrylamide